2-(benzyloxy)-1-(4-(3-(3,4-dimethoxyphenyl)-1,2,4-oxadiazol-5-yl)piperidin-1-yl)ethanone C(C1=CC=CC=C1)OCC(=O)N1CCC(CC1)C1=NC(=NO1)C1=CC(=C(C=C1)OC)OC